ClC=1C=C(C=CC1)[C@@H]1[C@H](C1)C(=O)NC1=NC=CC(=C1)NC(C(F)(F)F)C=1N=C2N(C=C(C=C2)C2CC2)C1 (1S,2S)-2-(3-chlorophenyl)-N-(4-((1-(6-cyclopropylimidazo[1,2-a]pyridin-2-yl)-2,2,2-trifluoroethyl)amino)pyridin-2-yl)cyclopropane-1-carboxamide